(E)-1-(3-hydroxy-4-methoxyphenyl)-3-(3,5,6-trimethylpyrazin-2-yl)prop-2-en-1-one OC=1C=C(C=CC1OC)C(\C=C\C1=NC(=C(N=C1C)C)C)=O